2-(2-methyl-2-(tetrahydro-2H-pyran-4-yl)propionamido)-9-(5,6,7,8-tetrahydro-1,8-naphthyridin-2-yl)nonanoic acid CC(C(=O)NC(C(=O)O)CCCCCCCC1=NC=2NCCCC2C=C1)(C)C1CCOCC1